rel-N-(5-((1R,3S)-3-((2-isopropylpyridin-3-yl)oxy)cyclopentyl)-1H-pyrazol-3-yl)-3-(methoxymethyl)-1-methyl-1H-pyrazole-5-carboxamide C(C)(C)C1=NC=CC=C1O[C@@H]1C[C@@H](CC1)C1=CC(=NN1)NC(=O)C1=CC(=NN1C)COC |o1:10,12|